CC1(C2CN(C(C12)C(=O)N)C(=O)C1=NC2=CC=CC=C2C=C1)C 6,6-dimethyl-3-(quinoline-2-carbonyl)-3-azabicyclo[3.1.0]hexane-2-carboxamide